methyl-3-(6-hydroxy-2-morpholino-9H-purin-9-yl)azetidine CN1CC(C1)N1C2=NC(=NC(=C2N=C1)O)N1CCOCC1